ClC1=CC=C(C(=N1)C#N)O[C@H](C)C=1C=C(C=C2C(C(=C(OC12)C1=CC=2N(C=C1)N=C(C2)C)C)=O)C 6-Chloro-3-[(1R)-1-[3,6-dimethyl-2-(2-methylpyrazolo[1,5-a]pyridin-5-yl)-4-oxo-chromen-8-yl]ethoxy]pyridine-2-carbonitrile